FC1=CC=C(C=C1)C#CC1=CC=C(C(=O)NCC2COCCC2)C=C1 4-((4-fluorophenyl)ethynyl)-N-((tetrahydro-2H-pyran-3-yl)Methyl)benzamide